1-(3-bromo-1H-pyrazol-5-yl)-2-methylpropan-1-one BrC1=NNC(=C1)C(C(C)C)=O